4-(6-((5-Fluoro-2-methylbenzo[d]oxazol-6-yl)methoxy)pyridin-2-yl)piperidine FC=1C(=CC2=C(N=C(O2)C)C1)COC1=CC=CC(=N1)C1CCNCC1